FC(C(C(F)(F)F)C1N(CCN(C1)CC1=C(C=C(C=C1)C(F)(F)F)N1CCCC1)C(=O)O)(F)F 1,1,1,3,3,3-hexafluoropropan-2-yl-4-(2-(pyrrolidin-1-yl)-4-(trifluoromethyl)benzyl)piperazine-1-carboxylic acid